[N+](=O)([O-])C=1C=C(CN2CCOCC2)C=C(C1)OC(F)(F)F 4-(3-nitro-5-(trifluoromethoxy)benzyl)morpholine